N1=CC=C(C=C1)C=1OC(=CC1)C1=CC=NC=C1 2,5-bis(pyridin-4-yl)furan